N-(3-Fluoro-4-(2-methyl-3-(5-methyl-1H-indazol-4-yl)-1H-pyrrolo[2,3-b]pyridin-1-yl)phenyl)propiolamide FC=1C=C(C=CC1N1C(=C(C=2C1=NC=CC2)C2=C1C=NNC1=CC=C2C)C)NC(C#C)=O